C(C1=CC=CC=C1)OC1=C(C=C(OC[C@@H](CNCCOCCOCCNC=2C=C(C=CC2)NC2=NC3=C(C4=CN=CC=C24)C=CC(=C3)C(=O)OC)O)C=C1)OCCC1=CC=CC=C1 methyl (R)-5-((3-((2-(2-(2-((3-(4-(benzyloxy)-3-phenethoxyphenoxy)-2-hydroxypropyl)amino)ethoxy)ethoxy)ethyl)amino)phenyl)amino)benzo[c][2,6]naphthyridine-8-carboxylate